FC(CN1C(=NC=2C1=NC(=CC2)C2=CNC=1N=CN=C(C12)N[C@@H]1CC[C@H](CC1)N1CCOCC1)C)F 5-(3-(2,2-difluoroethyl)-2-methyl-3H-imidazo[4,5-b]pyridin-5-yl)-N-(trans-4-morpholinocyclohexyl)-7H-pyrrolo[2,3-d]pyrimidin-4-amine